C(CCCCCCCCC=CCCCCC)O 10-hexadecenol